4-chloro-3-methoxyphenol ClC1=C(C=C(C=C1)O)OC